tert-butyl (3R)-3-({4-chloro-5H,6H,7H-cyclopenta[d]pyridazin-1-yl}amino)piperidine-1-carboxylate ClC=1C2=C(C(=NN1)N[C@H]1CN(CCC1)C(=O)OC(C)(C)C)CCC2